4-(2,2-Diphenyl-ethyl)-1-methylpiperidine C1(=CC=CC=C1)C(CC1CCN(CC1)C)C1=CC=CC=C1